(R)-N-Boc-phenylglycinol C(=O)(OC(C)(C)C)N[C@H](C1=CC=CC=C1)CO